COC1=CC(=C2C=CC=NC2=C1)C1(CC1)C=1C(=C(C(=O)N)C=CC1[N+](=O)[O-])C (1-(7-methoxyquinolin-5-yl)cyclopropyl)-2-methyl-4-nitrobenzamide